ethyl (S)-2-((4-bromophenyl) (hydroxy) amino)-2-cyanopropionate BrC1=CC=C(C=C1)N([C@@](C(=O)OCC)(C)C#N)O